OC[C@@H]1C([C@H]([C@@H](O1)N1C=CC2=C1N=CN=C2NC(C2=CC=CC=C2)=O)O[Si](C(C)C)(C(C)C)C(C)C)=O N-(7-((2r,3s,5r)-5-(hydroxymethyl)-4-oxo-3-((triisopropylsilyl)oxy)tetrahydrofuran-2-yl)-7H-pyrrolo[2,3-d]pyrimidin-4-yl)benzamide